C(#N)C1=CC=C(C=C1)C(CN[C@H](C(=O)NC1=NC=C(C=C1)C=1N=NN(C1)C)C1=CC=CC=C1)C (S)-2-((2-(4-cyanophenyl)propyl)amino)-N-(5-(1-methyl-1H-1,2,3-triazol-4-yl)pyridin-2-yl)-2-phenylacetamide